O6-[2-[3-(1-adamantyl)propanoyloxymethyl]-2-(hydroxymethyl)-3-[6-[(Z)-non-3-enoxy]-6-oxo-hexanoyl]oxy-propyl] O1-[(Z)-non-3-enyl] hexanedioate C(CCCCC(=O)OCC(COC(CCCCC(=O)OCC\C=C/CCCCC)=O)(CO)COC(CCC12CC3CC(CC(C1)C3)C2)=O)(=O)OCC\C=C/CCCCC